2-methyl-6-methoxyisoquinoline CN1CC2=CC=C(C=C2C=C1)OC